(1R,4r)-4-(2-methoxy-2-oxoethyl)cyclohexane COC(CC1CCCCC1)=O